4-butyl-5-hexyl-1,3-bis(2,4,6-trimethylphenyl)-2-(imidazolidinylidene)(benzylidene)(tricyclohexylphosphine) ruthenium [Ru].C(CCC)C(CCCC=1C=C(C(C(C=C2C(CCCC2)P(C2CCCCC2)C2CCCCC2)(C1)C1=C(C=C(C=C1C)C)C)=C1NCCN1)C1=C(C=C(C=C1C)C)C)CC